sodium 3-chloro-2-(1-methyl-1H-pyrazol-3-yl)pyridine-4-thiolate ClC=1C(=NC=CC1[S-])C1=NN(C=C1)C.[Na+]